FC1=C(C=CC=C1C1=C(C(=NC=C1)C1=CC(=C(C=C1)C=O)OC)F)C1=NC(=C(C=O)C=C1)OC 6-(2-Fluoro-3-(3-fluoro-2-(4-formyl-3-methoxyphenyl)pyridin-4-yl)phenyl)-2-methoxynicotinaldehyde